FC=1C=C(C=C(C1)F)C1CC=NN1C(=O)C12CC(C1)(C2)C(C2=NC=NC(=C2)OC)O (5-(3,5-difluorophenyl)-4,5-dihydro-1H-pyrazol-1-yl)(3-(hydroxy(6-methoxy-pyrimidin-4-yl)methyl)-bicyclo[1.1.1]pentan-1-yl)-methanone